OP(O)(=O)OP(=O)(O)O.N[C@@H](CCCCN)C(=O)C=CC(O)(C)CCC=C(C)C lysyl-linalool pyrophosphate